N-[(4R*,8R*)-6-acetyl-4,5,6,7,8,9-hexahydro-4,8-epimino[1,3]thiazolo[5,4-d]azocin-2-yl]-N'-methylurea monohydrochloride Cl.C(C)(=O)N1C[C@@H]2C3=C(C[C@H](C1)N2)N=C(S3)NC(=O)NC |o1:6,10|